C(C1=CC=CC=C1)(=O)OCOP(=O)(CC(CBr)Br)OCOC(C1=CC=CC=C1)=O ({[(Benzoyloxy)methoxy](2,3-dibromopropyl)phosphoryl} oxy)methyl benzoate